C(CCC(=O)OC\C=C/CCCCCC)(=O)OCCCC(CCCOC(CCC(OCCCC\C=C/CC)OCCCC\C=C/CC)=O)O 7-((4,4-bis(((Z)-oct-5-en-1-yl)oxy)butanoyl)oxy)-4-hydroxyheptyl ((Z)-non-2-en-1-yl) succinate